N1C=CC=2C1=NC=CC2SC2=CN=C(N(C2=C=O)C)N2CCC1([C@@H]([C@@H](OC1)C)N[S@](=O)C(C)(C)C)CC2 (R)-N-((3S,4S)-8-(5-((1H-pyrrolo[2,3-b]pyridin-4-yl)thio)-1-methyl-6-carbonyl-1,6-dihydropyrimidin-2-yl)-3-methyl-2-oxa-8-azaspiro[4.5]decan-4-yl)-2-methylpropan-2-sulfinamide